hydroxy-3'-methoxy-acetophenone OCC(=O)C1=CC(=CC=C1)OC